3-bromo-5-cyano-4-(1-hydroxyethyl)benzamide BrC=1C=C(C(=O)N)C=C(C1C(C)O)C#N